1-(3-bromophenyl)cyclopentane-1-carboxylic acid BrC=1C=C(C=CC1)C1(CCCC1)C(=O)O